NC1CCC(CC1)CNC=1C=C2CCCC2=CC1 N-(((1r,4r)-4-aminocyclohexyl)methyl)-2,3-dihydro-1H-inden-5-amine